N-((R)-1-(4-amino-1-methyl-1H-indol-3-yl)ethyl)-7-methoxy-2-methyl-6-(((S)-tetrahydrofuran-3-yl)oxy)quinazolin-4-amine NC1=C2C(=CN(C2=CC=C1)C)[C@@H](C)NC1=NC(=NC2=CC(=C(C=C12)O[C@@H]1COCC1)OC)C